CN1N=C2C=C(C=CC2=C1)N1C=NC2=CC(=CC=C2C1=O)N1CCNCC1 3-(2-methyl-2H-indazol-6-yl)-7-(piperazin-1-yl)quinazolin-4(3H)-one